NC=1SC(=CN1)SC1=CC(=NC=C1C)C(=O)O 4-(2-aminothiazol-5-ylsulfanyl)-5-methylpyridinecarboxylic acid